tert-butyl (3-(5-carbamoyl-2-chloro-3-nitrophenoxy)propyl)(methyl)carbamate C(N)(=O)C=1C=C(C(=C(OCCCN(C(OC(C)(C)C)=O)C)C1)Cl)[N+](=O)[O-]